1-(3-sulfopropyl)-2-vinylpyridine hydroxide [OH-].S(=O)(=O)(O)CCCN1C(C=CC=C1)C=C